1-([1,1'-biphenyl]-2-yl)-3-(quinoxalin-6-yl)prop-2-en-1-one C1(=C(C=CC=C1)C(C=CC=1C=C2N=CC=NC2=CC1)=O)C1=CC=CC=C1